C(CCCCCCCCCC)ON1C(CC(CC1(C)C)OC(OC1CC(N(C(C1)(C)C)OCCCCCCCCCCC)(C)C)=O)(C)C bis(1-undecanyloxy-2,2,6,6-tetramethylpiperidin-4-yl)carbonate